ethyl 6-(tert-butoxycarbonylamino)-1,4-difluoro-indane-2-carboxylate C(C)(C)(C)OC(=O)NC1=CC(=C2CC(C(C2=C1)F)C(=O)OCC)F